(2S)-2-[[5-(5-methyl-1,2,4-oxadiazol-3-yl)-2-(4-methylsulfonylanilino)-pyrimidin-4-yl]amino]-2-phenyl-ethanol CC1=NC(=NO1)C=1C(=NC(=NC1)NC1=CC=C(C=C1)S(=O)(=O)C)N[C@H](CO)C1=CC=CC=C1